COC1=CC=C(C=C1)C(OC[C@H]1[C@H](C[C@@H](O1)N1C(NC(C(=C1)C)=O)=O)O)(C1=CC=CC=C1)C1=CC=C(C=C1)OC 1-((2R,4S,5S)-5-((bis(4-methoxyphenyl)(phenyl)methoxy)methyl)-4-hydroxytetrahydrofuran-2-yl)-5-methylpyrimidine-2,4(1H,3H)-dione